tert-Butyl 10-hydroxy-10-((5-methyl-2-oxopyrazin-1(2H)-yl)methyl)-7-azaspiro[4.5]decane-7-carboxylate OC1(CCN(CC12CCCC2)C(=O)OC(C)(C)C)CN2C(C=NC(=C2)C)=O